The molecule is a 1-O-(alk-1-enyl)-2-O-acyl-sn-glycero-3-phosphocholine in which the alkenyl group at position 1 is (1Z)-octadecenyl and the acyl group at position 2 is hexadecanoyl respectively. It has a role as a mouse metabolite. It derives from a hexadecanoic acid. CCCCCCCCCCCCCCCC/C=C\\OC[C@H](COP(=O)([O-])OCC[N+](C)(C)C)OC(=O)CCCCCCCCCCCCCCC